NCC=1C(=NC=CC1)C=1C=NN(C1)CCO 2-(4-(3-(aminomethyl)pyridin-2-yl)-1H-pyrazol-1-yl)ethan-1-ol